CNC(OCC1=CC=CC=C1)=O Benzyl N-methylcarbamate